CN1CC(CCC1)NC1=NNC(C=2N1N=CC2)=O 7-((1-methylpiperidin-3-yl)amino)pyrazolo[1,5-d][1,2,4]triazin-4(5H)-one